2-(methylsulfonyl)-N4-(piperidin-4-yl)-N6-(3,4,5-trifluorophenyl)pyrimidine-4,6-diamine CS(=O)(=O)C1=NC(=CC(=N1)NC1CCNCC1)NC1=CC(=C(C(=C1)F)F)F